ClC1=CC2=C(N(C(N=C2N2[C@H](CN(CC2)C(=O)OC(C)(C)C)C)=O)C=2C(=NC=CC2C)C(C)C)N=C1C1=C(C=CC=C1)F tert-butyl (S)-4-(6-chloro-7-(2-fluorophenyl)-1-(2-isopropyl 4-methylpyridin-3-yl)-2-oxo-1,2-dihydropyrido[2,3-d]pyrimidin-4-yl)-3-methylpiperazine-1-carboxylate